5-[4-Amino-2-(3,4-difluoroanilino)thiazole-5-carbonyl]-N-(1-methylcyclobutyl)isoxazole-3-carboxamide NC=1N=C(SC1C(=O)C1=CC(=NO1)C(=O)NC1(CCC1)C)NC1=CC(=C(C=C1)F)F